2-(2-Methoxyethyl)-4,4,5,5-tetramethyl-1,3,2-dioxaborolane COCCB1OC(C(O1)(C)C)(C)C